2-N-(1H-indazol-5-yl)-6-N-methyl-3-nitropyridine-2,6-diamine N1N=CC2=CC(=CC=C12)NC1=NC(=CC=C1[N+](=O)[O-])NC